(4-cyclopropoxyphenyl){4-[6-fluoro-2-(tetrahydro-3-furyl)-3H-1,3,4-triazainden-7-yl]-1-piperidyl}methanone C1(CC1)OC1=CC=C(C=C1)C(=O)N1CCC(CC1)C=1C(=CN=C2NC(=NC12)C1COCC1)F